(S)-2-(2-isopropylphenyl)-9-(4-(3-methylmorpholine-4-carbonyl)benzyl)-7,9-dihydro-8H-purin-8-one C(C)(C)C1=C(C=CC=C1)C1=NC=C2NC(N(C2=N1)CC1=CC=C(C=C1)C(=O)N1[C@H](COCC1)C)=O